(2R,4R)-1-(3-chloro-2-fluorobenzyl)-4-((3-fluoro-4-(3-hydroxyazetidin-1-yl)-6-((5-methylthiazol-2-yl)amino)pyridin-2-yl)methyl)-2-methylpiperidine-4-carboxylic acid ClC=1C(=C(CN2[C@@H](C[C@@](CC2)(C(=O)O)CC2=NC(=CC(=C2F)N2CC(C2)O)NC=2SC(=CN2)C)C)C=CC1)F